5-(N-(4-(3-((7-amino-2-(furan-2-yl)-[1,2,4]triazolo[1,5-a][1,3,5]triazin-5-yl)(methyl)amino)propyl)phenyl)sulfamoyl)-3-chloro-2-hydroxybenzamide NC1=NC(=NC=2N1N=C(N2)C=2OC=CC2)N(CCCC2=CC=C(C=C2)NS(=O)(=O)C=2C=C(C(=C(C(=O)N)C2)O)Cl)C